N12C[C@H](C(CC1)CC2)OC(N[C@@H]2C(CC1=CC(=C(C=C21)F)C2=C(C=C(C=C2)OC(C)(C)C)Cl)(C)C)=O (S)-quinuclidin-3-yl((R)-5-(4-(tert-butoxy)-2-chlorophenyl)-6-fluoro-2,2-dimethyl-2,3-dihydro-1H-inden-1-yl)carbamate